FC(F)(F)C=1C(=NC(=C(C1N)N)N)C1=CC=NC=C1 (trifluoromethyl)[2,4'-bipyridine]-4,5,6-triamine